BrCC1=CC=C(C=C1)N 1-(bromomethyl)-4-aminobenzene